P(OC1=C(C=CC(=C1)C#N)I)(OOO)[O-] 5-cyano-2-iodophenyl dioxa-ethyl phosphite